4-(4,4-diethyl-2-imino-6-oxo-hexahydropyrimidin-1-yl)-N6-[(4S)-2,2-dimethylchroman-4-yl]-N2,N2-dimethyl-chromane-2,6-dicarboxamide C(C)C1(NC(N(C(C1)=O)C1CC(OC2=CC=C(C=C12)C(=O)N[C@H]1CC(OC2=CC=CC=C12)(C)C)C(=O)N(C)C)=N)CC